6-(p-Tolyl)imidazo[2,1-b]thiazole-2-carboxylic acid C1(=CC=C(C=C1)C=1N=C2SC(=CN2C1)C(=O)O)C